COC=1C=C2CCN(C(C2=CC1OC)C1=CC=CC=C1)C(=O)C1=CC=C(C(=O)NO)C=C1 4-(6,7-Dimethoxy-1-phenyl-1,2,3,4-tetrahydroisoquinoline-2-carbonyl)-N-hydroxybenzoamide